4-(2-morpholinoethoxy)-1H-indole-2-carboxylic acid O1CCN(CC1)CCOC1=C2C=C(NC2=CC=C1)C(=O)O